C(CCC)OC(C(=O)N(C)C)C butoxy-N,N-dimethylpropionamide